C(C)(C)(C)C1=NOC(=N1)C(=O)NCC1=C(C=C(C=C1)C1=NC=NN2C1=CC(=C2)N2CCC(CC2)OC)C 3-(tert-butyl)-N-(4-(6-(4-methoxypiperidin-1-yl)pyrrolo[2,1-f][1,2,4]triazin-4-yl)-2-methylbenzyl)-1,2,4-oxadiazole-5-carboxamide